N2-[7-bromo-2-(4-methoxyphenyl)[1,2,4]triazolo[1,5-c]quinazolin-5-yl]-N-(2-methoxyethyl)-D-valinamide BrC1=CC=CC=2C=3N(C(=NC12)N[C@H](C(C)C)C(=O)NCCOC)N=C(N3)C3=CC=C(C=C3)OC